BrC=1C(=C(C=CC1)CCC(=O)O)F 3-(3-bromo-2-fluorophenyl)propanoic acid